FC1=C(OC/C(=C/C2=C(N=CS2)C(=O)O)/C)C=CC(=C1)C#CCNC 5-[(1E)-3-{2-fluoro-4-[3-(methylamino)prop-1-yn-1-yl]Phenoxy}-2-methylpropan-1-en-1-yl]-1,3-thiazole-4-carboxylic acid